1-((2-methoxypyridin-4-yl)methyl)-5-(2-(methylsulfonyl)-6-(trifluoromethyl)pyrimidin-4-yl)pyridin-2(1H)-one COC1=NC=CC(=C1)CN1C(C=CC(=C1)C1=NC(=NC(=C1)C(F)(F)F)S(=O)(=O)C)=O